S1N=NC(=C1)N1CCN(CC1)CCC(C=C)=C 1-(4-(thiadiazolyl)-1-piperazinyl)-3-methylenepent-4-ene